N-(4-(4-amino-7-methyl-5-(4-(4-methyl-1H-pyrazol-1-yl)phenyl)-7H-pyrrolo[2,3-d]pyrimidin-6-yl)phenyl)methacrylamide diisopropyl-3-oxocyclobutane-1,1-dicarboxylate C(C)(C)OC(=O)C1(CC(C1)=O)C(=O)OC(C)C.NC=1C2=C(N=CN1)N(C(=C2C2=CC=C(C=C2)N2N=CC(=C2)C)C2=CC=C(C=C2)NC(C(=C)C)=O)C